(R)-9-(5-(difluoromethyl)-1,3,4-thiadiazol-2-yl)-4-(1-(2-methoxypropionyl)piperidin-4-yl)-N-(1-methylcyclopropyl)-9H-pyrimido[4,5-b]indole-7-sulfonamide FC(C1=NN=C(S1)N1C2=C(C3=CC=C(C=C13)S(=O)(=O)NC1(CC1)C)C(=NC=N2)C2CCN(CC2)C([C@@H](C)OC)=O)F